1-[[4-(4,4,5,5-tetramethyl-1,3,2-dioxaborolan-2-yl)phenyl]methyl]pyridin-2-one CC1(OB(OC1(C)C)C1=CC=C(C=C1)CN1C(C=CC=C1)=O)C